C(C)(C)(C)P(C=C)(C1=CC=CC=C1)=O tert-butyl-(phenyl)(vinyl)phosphine oxide